[cyclohexyl(iodo)methyl] dodecanoate C(CCCCCCCCCCC)(=O)OC(I)C1CCCCC1